(1S,3S,5S)-5-methyl-2-((4-phenoxybenzoyl)glycyl)-2-azabicyclo[3.1.0]Hexane-3-carboxylic acid C[C@@]12C[C@H](N([C@H]2C1)C(CNC(C1=CC=C(C=C1)OC1=CC=CC=C1)=O)=O)C(=O)O